(2r,3r,4r,5s)-2-hydroxymethylpiperidine-3,4,5-triol OC[C@H]1NC[C@@H]([C@H]([C@@H]1O)O)O